[Cl-].ON=CC=1SC=C([NH+]1)CCC1=CC=CC=C1 2-((hydroxyimino)methyl)-4-phenethylthiazol-3-ium chloride